4-((E)-3-phenylallylidene)-3-(p-tolyl)isoxazol-5(4H)-one C1(=CC=CC=C1)/C=C/C=C1C(=NOC1=O)C1=CC=C(C=C1)C